N-[[2-(4-methoxy-2-pyridyl)-3-methyl-1H-indol-5-yl]methyl]-4-methyl-pyrimidine-5-carboxamide COC1=CC(=NC=C1)C=1NC2=CC=C(C=C2C1C)CNC(=O)C=1C(=NC=NC1)C